S1C=NC2=C1C=CC(=C2)C2COC(C(N2)=O)C 5-(benzo[d]thiazol-5-yl)-2-methylmorpholinone